iron-chromium-nickel-tin [Sn].[Ni].[Cr].[Fe]